2,2-difluoro-3-(4-(1-Boc-6-fluoro-1H-indol-3-yl)thiophen-2-yl)-3-oxopropanoic acid ethyl ester C(C)OC(C(C(=O)C=1SC=C(C1)C1=CN(C2=CC(=CC=C12)F)C(=O)OC(C)(C)C)(F)F)=O